COC1=CC=C(CN(C2=CC(=C(C(=N2)C=2C(=C3C=4C(=NC=NC4C2F)N(C(CO3)CC#N)C)Cl)I)C)CC3=CC=C(C=C3)OC)C=C1 2-(9-(6-(bis(4-methoxybenzyl)amino)-3-iodo-4-methylpyridin-2-yl)-8-chloro-10-fluoro-4-methyl-5,6-dihydro-4H-[1,4]oxazepino[5,6,7-de]quinazolin-5-yl)acetonitrile